tert-butyl (S)-(1-(5-(isochroman-6-yl)-3-methylthiophene-2-carbonyl)pyrrolidin-3-yl)carbamate C1OCCC2=CC(=CC=C12)C1=CC(=C(S1)C(=O)N1C[C@H](CC1)NC(OC(C)(C)C)=O)C